2-(1,4-dioxan-2-yl)-7-isopropoxylimidazo[1,2-a]Pyridine-6-carboxylic acid methyl ester COC(=O)C=1C(=CC=2N(C1)C=C(N2)C2OCCOC2)OC(C)C